C1(CC1)C=1C=CC=2N(C1)C=C(N2)C(CCC=2NC=C(N2)C(=O)OC)OS(=O)(=O)C methyl 2-(3-(6-cyclopropylimidazo[1,2-a]pyridin-2-yl)-3-((methylsulfonyl) oxy) propyl)-1H-imidazole-4-carboxylate